2-[3-(3,8-diazabicyclo[3.2.1]octan-3-yl)-1,2,4-triazin-6-yl]-5-(1H-pyrazol-4-yl)phenol diformate C(=O)O.C(=O)O.C12CN(CC(CC1)N2)C=2N=NC(=CN2)C2=C(C=C(C=C2)C=2C=NNC2)O